[O-]S(=O)(=O)C(F)(F)F.C[N+]1=CC=CC=C1 1-methylpyridin-1-ium triflate